The molecule is an oligonucleotide composed of three deoxythymidylic acid residues connected by 3'->5' phosphodiester linkages. It contains a thymidine 5'-monophosphate residue. CC1=CN(C(=O)NC1=O)[C@H]2C[C@@H]([C@H](O2)COP(=O)(O)O[C@H]3C[C@@H](O[C@@H]3COP(=O)(O)O[C@H]4C[C@@H](O[C@@H]4CO)N5C=C(C(=O)NC5=O)C)N6C=C(C(=O)NC6=O)C)O